Cis-2-(3-hydroxycyclopentoxy)acetic acid tert-butyl ester C(C)(C)(C)OC(CO[C@@H]1C[C@@H](CC1)O)=O